CC(CC(=O)O[C@@H]1[C@H](O[C@H]([C@]1(C)F)N1C2=NC(=NC(=C2N=C1)NC)N)COP(=O)(OCOC(C(C)(C)C)=O)OCOC(C(C)(C)C)=O)C (2R,3R,4R,5R)-5-(2-amino-6-(methylamino)-9H-purin-9-yl)-4-fluoro-2-(((bis-((pivaloyloxy)methoxy)phosphoryl) oxy)methyl)-4-methyltetrahydrofuran-3-yl 3-methylbutanoate